N-methyl-4,5-dimethyl-oxazole tetrafluoroborate F[B-](F)(F)F.CN1COC(=C1C)C